CN1CCC2(CC1)CC(C1=CC=C(C=C12)C1=CNC2=NC(=CC=C21)NC2=CC(=CC=C2)N2CCN(CC2)C)=O 1'-methyl-6-(6-((3-(4-methylpiperazin-1-yl)phenyl)amino)-1H-pyrrolo[2,3-b]pyridin-3-yl)spiro[indene-1,4'-piperidin]-3(2H)-one